6-(cyclopropanecarboxamido)-4-((6-(3-(2-methoxyethoxy)azetidin-1-yl)-[1,2,4]triazolo[1,5-a]pyridin-2-yl)amino)-N-methylpyridazine-3-carboxamide C1(CC1)C(=O)NC1=CC(=C(N=N1)C(=O)NC)NC1=NN2C(C=CC(=C2)N2CC(C2)OCCOC)=N1